(4-chloro-3-methylphenyl)-N-methyl-1-(6-methyl-4-(trifluoromethyl)pyridin-2-yl)-1,2,3,4-tetrahydroquinoline-2-carboxamide ClC1=C(C=C(C=C1)C1(N(C2=CC=CC=C2CC1)C1=NC(=CC(=C1)C(F)(F)F)C)C(=O)NC)C